C(#N)NC1CC(C1)C(=O)NC1=CC(=CC=C1)C(F)(F)F (1r,3r)-3-(cyanoamino)-N-[3-(trifluoro-methyl)phenyl]cyclobutane-1-carboxamide